C[C@H]1O[C@H](CNC1)C(=O)NC1CCN(CC1)C (2R,6R)-6-methyl-N-(1-methyl-4-piperidinyl)morpholine-2-carboxamide